CN1C(OC2=C1C=CC(=C2)C2CC(NCC2)=O)=O 3-methyl-6-(2-oxo-4-piperidinyl)-1,3-benzoxazol-2-one